(2-(3-fluorophenyl)pyrrolidin-1-yl)methanone FC=1C=C(C=CC1)C1N(CCC1)C=O